4-bromo-5-methoxy-7-methyl-1H-indole BrC1=C2C=CNC2=C(C=C1OC)C